FC=1C=C(C=CC1OC)C1=CN=C2N1C=CN=C2NC2=CC(=C(C(=O)N(CCN1CCCCC1)C)C=C2)C 4-[[3-(3-fluoro-4-methoxyphenyl)imidazo[1,2-a]pyrazin-8-yl]amino]-N,2-dimethyl-N-(2-piperidin-1-ylethyl)benzamide